OCC1(CC1)NC(=O)C=1C=2C[C@@H]3[C@H](C2N(N1)C1=NC=C(C=C1)C#N)C3 (1aR,5aR)-2-(5-Cyano-pyridin-2-yl)-1a,2,5,5a-tetrahydro-1H-2,3-diaza-cyclopropa[a]pentalene-4-carboxylic acid (1-hydroxymethyl-cyclopropyl)-amide